CC=1C=C(C=NC1N1N=CC=N1)N 5-methyl-6-(triazol-2-yl)pyridin-3-amine